[Si](C1=CC=CC=C1)(C1=CC=CC=C1)(C(C)(C)C)OCCOCCO 2-(2-(tert-butyldiphenylsilyloxy)ethoxy)ethanol